6-(4-Acetylpiperazin-1-yl)-2-[(2R)-3-(3,4-dihydro-1H-isochinolin-2-yl)-2-hydroxypropyl]spiro[3H-isochinolin-4,1'-cyclopropan]-1-on C(C)(=O)N1CCN(CC1)C=1C=C2C(=CC1)C(N(CC21CC1)C[C@@H](CN1CC2=CC=CC=C2CC1)O)=O